2-deoxy-2-methacrylamidoglucopyranose C(C(=C)C)(=O)N[C@H]1C(O)O[C@@H]([C@H]([C@@H]1O)O)CO